C(#N)C1=C(C=C(C(=O)OCC)C=C1)B1OC(C(O1)(C)C)(C)C ethyl 4-cyano-3-(4,4,5,5-tetramethyl-1,3,2-dioxaborolan-2-yl)benzoate